C(C)N([C@@H]1CN(CC1)C1=NN(C2=C1C=NC(=C2)NC(C)=O)C2=NC(=CN=C2)C(C)(F)F)CC (S)-N-(3-(3-(diethylamino)pyrrolidin-1-yl)-1-(6-(1,1-difluoroethyl)pyrazin-2-yl)-1H-pyrazolo[4,3-c]pyridin-6-yl)acetamide